tert-butyl (2R,4R)-2-(hydroxymethyl)-4-((2-oxo-1,2,3,4-tetrahydroquinolin-7-yl)oxy)piperidine-1-Carboxylate OC[C@@H]1N(CC[C@H](C1)OC1=CC=C2CCC(NC2=C1)=O)C(=O)OC(C)(C)C